3-(5-((4-(4-((4-((3-(methylsulfonyl)benzyl)amino)-5-(trifluoromethyl)pyrimidin-2-yl)amino)phenyl)piperazin-1-yl)methyl)pyridin-3-yl)piperidine-2,6-dione CS(=O)(=O)C=1C=C(CNC2=NC(=NC=C2C(F)(F)F)NC2=CC=C(C=C2)N2CCN(CC2)CC=2C=C(C=NC2)C2C(NC(CC2)=O)=O)C=CC1